ClC=1C(=C(C=CC1)NC(C)=O)C(C1=C(C=CC=C1F)Cl)=O N-[3-chloro-2-(2-chloro-6-fluoro-benzoyl)phenyl]Acetamide